(4-(3-hydroxyoxetan-3-yl)phenyl)(4-(tolyl)piperidin-1-yl)methanone OC1(COC1)C1=CC=C(C=C1)C(=O)N1CCC(CC1)C1=C(C=CC=C1)C